NC(CNC(=NC1CCCCC1)NC1CCCCC1)C 1-(2-aminopropyl)-2,3-dicyclohexylguanidine